1-[(3S)-4-[7-[6-amino-4-methyl-3-(trifluoromethyl)pyridin-2-yl]-6-chloro-8-fluoro-2-[[(2S)-1-methylpyrrolidin-2-yl]methoxy]quinazolin-4-yl]-3-methylpiperazin-1-yl]prop-2-en-1-one NC1=CC(=C(C(=N1)C1=C(C=C2C(=NC(=NC2=C1F)OC[C@H]1N(CCC1)C)N1[C@H](CN(CC1)C(C=C)=O)C)Cl)C(F)(F)F)C